NCC1=C(C=C(CNC(=O)[C@H]2N(CCN(C2)C=2OC(C(N2)(C)C)C2=CC=CC=C2)C([C@H](N(C)C)CCCCN(C)C)=O)C=C1)F (2S)-N-[4-(aminomethyl)-3-fluorobenzyl]-4-(4,4-dimethyl-5-phenyl-4,5-dihydro-1,3-oxazol-2-yl)-1-(N2,N2,N6,N6-tetramethyl-D-lysyl)piperazine-2-carboxamide